isopropyl (trans-4-(5-(2-(N-(tert-butyl)sulfamoyl)-4-(2-(isopropylamino)-2-oxoethyl)phenyl)thiazol-2-yl)cyclohexyl)carbamate C(C)(C)(C)NS(=O)(=O)C1=C(C=CC(=C1)CC(=O)NC(C)C)C1=CN=C(S1)[C@@H]1CC[C@H](CC1)NC(OC(C)C)=O